C1(=C(C(=CC=C1)C)C)CC Xylylethane